1H-PYRAZOLO[4,3-H]QUINAZOLINE N1N=CC=2C=CC=3C=NC=NC3C21